ClC1=CC=C(C=C1)[C@H](C(=O)N1CCN(CC1)C=1C2=C(N=CN1)[C@@H](C[C@H]2C)O)CNC2CCNCC2 (S)-2-(4-chlorophenyl)-1-(4-((5R,7R)-7-hydroxy-5-methyl-6,7-dihydro-5H-cyclopenta[d]pyrimidin-4-yl)piperazin-1-yl)-3-(piperidin-4-ylamino)propan-1-one